4-((5-Fluoro-2,3-dihydrobenzo[b][1,4]dioxin-6-yl)oxy)piperidin-1-ium FC1=C(C=CC=2OCCOC21)OC2CC[NH2+]CC2